2,3-DIHYDROBENZO[B]FURAN-5-CARBOXALDEHYDE O1C2=C(CC1)C=C(C=C2)C=O